FC=1C=C(CN2C(=NC=3C2=NC=CC3)CCC(=O)NC[C@H](C3=CC=CC=C3)O)C=CC1F 3-[3-(3,4-Difluoro-benzyl)-3H-imidazo[4,5-b]pyridin-2-yl]-N-((S)-2-hydroxy-2-phenyl-ethyl)-propionamide